ClC1=C(C(=C(C=C1OC)OC)Cl)C1=CC2=C(N=C(N=C2)SC)C(=N1)N1CC(OC(C1)C)C 4-(6-(2,6-dichloro-3,5-dimethoxyphenyl)-2-(methylthio)pyrido[3,4-d]pyrimidin-8-yl)-2,6-dimethylmorpholine